tert-Butyl (1-((3-(hydroxymethyl)phenyl)sulfonyl)piperidin-4-yl)carbamate OCC=1C=C(C=CC1)S(=O)(=O)N1CCC(CC1)NC(OC(C)(C)C)=O